NC=1C2=C(N=CN1)N(C(=C2C2=CC=C(C=C2)N(C2CCOCC2)C)C2CN(CC2)C(C=C)=O)C 1-(3-(4-amino-7-methyl-5-(4-(methyl(tetrahydro-2H-pyran-4-yl)amino)phenyl)-7H-pyrrolo[2,3-d]pyrimidin-6-yl)pyrrolidin-1-yl)prop-2-en-1-one